3-(1H-imidazol-1-yl)benzoic acid N1(C=NC=C1)C=1C=C(C(=O)O)C=CC1